Ammonium Ditridecyl Sulfosuccinate S(=O)(=O)(O)C(C(=O)OCCCCCCCCCCCCC)CC(=O)OCCCCCCCCCCCCC.[NH4+]